2,5-difluorotoluene FC1=C(C)C=C(C=C1)F